BrC1=CC=C(C=N1)NC(C)=C1C(OC(OC1=O)(C)C)=O 5-{1-[(6-bromopyridin-3-yl)amino]ethylidene}-2,2-dimethyl-1,3-dioxane-4,6-dione